(4-(3-methoxyoxetan-3-yl)phenyl)(4-(4-(trifluoromethyl)benzyl)piperidin-1-yl)methanone COC1(COC1)C1=CC=C(C=C1)C(=O)N1CCC(CC1)CC1=CC=C(C=C1)C(F)(F)F